chroman-7-amine O1CCCC2=CC=C(C=C12)N